3-(bromomethyl)furan BrCC1=COC=C1